N-Cyclohexylhydroxydiazen-1-oxid C1(CCCCC1)[N+](=NO)[O-]